N(=[N+]=[N-])CCCCCCCCCCOC1=CC=C(C=N1)/C=C/C1=CC=C(NC)C=C1 (E)-4-(2-(6-((10-azidodecyl)oxy)pyridin-3-yl)vinyl)-N-methylaniline